NC1=NC=2C=NC(=CC2C2=C1C=NN2C)C(=O)N2C[C@@H](CC2)CC2=CC=C(C=C2)C(F)(F)F (4-amino-1-methyl-1H-pyrazolo[4,3-c][1,7]naphthyridin-8-yl)((3R)-3-(4-(trifluoromethyl)benzyl)-1-pyrrolidinyl)methanone